2-fluoro-4-(3-((4-hydroxy-1-methylpiperidin-4-yl)methyl)-6-(1-methyl-1H-indazol-5-yl)-3H-imidazo[4,5-c]pyridin-7-yl)benzonitrile FC1=C(C#N)C=CC(=C1)C=1C2=C(C=NC1C=1C=C3C=NN(C3=CC1)C)N(C=N2)CC2(CCN(CC2)C)O